(E)-(5-fluoro-6-(2-(isoxazol-3-yl)vinyl)-1H-indol-2-yl)methanamine FC=1C=C2C=C(NC2=CC1\C=C\C1=NOC=C1)CN